OCC(=O)N1CCC(CC1)OC1=CC=C(NC=2C(=NC(=C(N2)NC)C=2C3=C(C=NC2)N(C=N3)C)C(=O)N)C=C1 3-[4-[[1-(2-Hydroxyacetyl)-4-piperidyl]oxy]anilino]-5-(methylamino)-6-(3-methylimidazo[4,5-c]pyridin-7-yl)pyrazin-2-carboxamid